6-hydroxy-indoline OC1=CC=C2CCNC2=C1